ClC1=C(C=CC(=N1)NN1C(C(=C(C1=O)C)CO)=O)C(F)(F)F 1-{[6-chloro-5-(trifluoromethyl)(2-pyridyl)]amino}-3-(hydroxymethyl)-4-methylazoline-2,5-dione